tert-butyl (R)-3-(oct-7-en-1-yloxy)pyrrolidine-1-carboxylate C(CCCCCC=C)O[C@H]1CN(CC1)C(=O)OC(C)(C)C